[13C]([13CH3])(=O)SCCNC(CCNC([C@@H](C(COP(OP(OC[C@@H]1[C@H]([C@H]([C@@H](O1)N1C=NC=2C(N)=NC=NC12)O)OP(=O)(O)O)(=O)O)(=O)O)(C)C)O)=O)=O [13C2]acetyl-CoA